NC[C@@]([C@@H](C)O)(O)C (2s,3r)-1-amino-2-methylbutane-2,3-diol